6-fluoro-4-(hydroxymethyl)-3H-2,1-benzoxaborol-1-ol FC1=CC2=C(COB2O)C(=C1)CO